5-[2-hydroxy-3-(3-methylthiophenylamino)propyl]-1,3,4-oxadiazol-2(3H)-one OC(CC1=NNC(O1)=O)CNC1=CC(=CC=C1)SC